NC1=C(C(C)(C)C2=CC(=CC=C2)C(C)(C)C2=CC=C(C=C2)N)C=CC=C1 1-(o-aminocumyl)-3-(p-aminocumyl)benzene